CC(C)(C)C1=CC=CC=C1OP(=O)(OC2=CC=CC=C2)OC3=CC=CC=C3 Tert-Butylphenyl diphenyl phosphate